tert-Butyl 4-(3-(4-((1H-indazol-5-yl)amino)pyrimidin-2-yl)benzamido)piperidine-1-carboxylate N1N=CC2=CC(=CC=C12)NC1=NC(=NC=C1)C=1C=C(C(=O)NC2CCN(CC2)C(=O)OC(C)(C)C)C=CC1